CC1(N(C(C2=CC=CC=C12)=O)C1=NC=CC2=C(C(=C(C(=C12)C1=CC=C(C=C1)C(F)(F)F)C1=CC=C(C=C1)C(F)(F)F)C1=CC=C(C=C1)C(F)(F)F)C1=CC=C(C=C1)C(F)(F)F)C 3,3-dimethyl-2-(5,6,7,8-tetra(4-trifluoromethylphenyl)-1-isoquinolyl)isoindol-1-one